rac-tert-butyl 4-[5-(bromomethyl)-5,6-dihydro-1,4,2-dioxazin-3-yl]-4-methyl-piperidine-1-carboxylate BrC[C@@H]1OC(=NOC1)C1(CCN(CC1)C(=O)OC(C)(C)C)C |r|